2-(3-fluoro-5-(1-methyl-1H-pyrazole-3-yl)phenyl)acetic acid FC=1C=C(C=C(C1)C1=NN(C=C1)C)CC(=O)O